[3-((1s,3s)-adamantan-1-yl)-2'-((3-tert-butyl-2-hydroxy-5-methylphenyl)(3-methoxypropyl)amino)-5-methyl-[1,1'-biphenyl]-2-ol] hafnium [Hf].C12(CC3CC(CC(C1)C3)C2)C2=C(C(=CC(=C2)C)C2=C(C=CC=C2)N(CCCOC)C2=C(C(=CC(=C2)C)C(C)(C)C)O)O